N1N=NC(=C1)C1=CC=C(C=C1)N(C1=CC=C(C=C1)C=1N=NNC1)C1=CC=C(C=C1)C=1N=NNC1 tri-(4-triazolylphenyl)amine